C(#N)C(C(C(=O)[O-])(C1=CC=C(C=C1)Cl)CC1=CC(=CC=C1)OC1=CC=CC=C1)(C)C cyano-3-phenoxybenzyl-2-(4-chlorophenyl)-3-methylbutyrate